C(CCC)OC(CCCCC(=O)OCCCC)=O Dibutyladipat